C(C)N1N=CC(=C1)C1=C(C(=O)OCC)C=C(C=C1F)NC(=O)C1(CC1)C1=C(C=C(C=C1)OC(F)(F)F)F Ethyl 2-(1-ethyl-1H-pyrazol-4-yl)-3-fluoro-5-[({1-[2-fluoro-4-(trifluoromethoxy) phenyl]cyclopropyl}carbonyl) amino]benzoate